N-[1-(hydroxymethyl)cyclopropyl]-2-methyl-5-[(4-methyl-1,3-thiazol-5-yl)methoxy]furo[2,3-c]pyridine-3-carboxamide OCC1(CC1)NC(=O)C1=C(OC2=CN=C(C=C21)OCC2=C(N=CS2)C)C